tert-Butyl 2-(6-chloro-4-(3,4-dichlorophenyl)-9H-carbazol-1-ylamino)ethylcarbamate ClC=1C=C2C=3C(=CC=C(C3NC2=CC1)NCCNC(OC(C)(C)C)=O)C1=CC(=C(C=C1)Cl)Cl